4,5-dicyano-2-trifluoromethyl-imidazolium C(#N)C=1[NH+]=C(NC1C#N)C(F)(F)F